(((4-nitrophenoxy) carbonyl) oxy) dispiro[bicyclo[2.2.1]heptane-2,3'-[1,2,4]trioxolane-5',1''-cyclohexane]-6-carboxylate C12(CCCCC1)OC1(OO2)C2C(CC(C1)C2)C(=O)OOC(=O)OC2=CC=C(C=C2)[N+](=O)[O-]